1-(4,5,8-Trichloro-2-(((1-methyl-1H-pyrazol-3-yl)methyl)sulfinyl)quinolin-3-yl)ethan-1-one ClC1=C(C(=NC2=C(C=CC(=C12)Cl)Cl)S(=O)CC1=NN(C=C1)C)C(C)=O